5,5-dimethyl-1,3-dioxaphosphorinane sodium phosphate P(=O)([O-])([O-])[O-].[Na+].CC1(COPOC1)C.[Na+].[Na+]